C1(CCCCC1)[C@@H](C(=O)N1CCN(CC1)C(=O)C=1N(C2=CC(=C(C=C2C1OCCOCCOCCO)F)F)C)NC([C@H](C)NC)=O (S)-N-((S)-1-cyclohexyl-2-(4-(5,6-difluoro-3-(2-(2-(2-hydroxyethoxy)ethoxy)-ethoxy)-1-methyl-1H-indole-2-carbonyl)-piperazin-1-yl)-2-oxoethyl)-2-(methylamino)propanamide